Cl.C1(=C2N(C=N1)CCC2)C(C(=O)NC2=NC=CC=C2)N2C(C1=CC(=CC(=C1C2)F)C2=CC=C(C=C2)N2CCNCC2)=O 2-(6,7-dihydro-5H-pyrrolo[1,2-c]imidazol-1-yl)-2-[4-fluoro-1-oxo-6-(4-piperazin-1-ylphenyl)isoindolin-2-yl]-N-(2-pyridyl)acetamide hydrochloride